FC=1C=C2C=C(C(NC2=CC1)=O)C=1N=NN(C1)C1=CC=C(C=C1)NC 6-fluoro-3-[1-(4-methylamino-phenyl)-1H-[1,2,3]triazol-4-yl]-1H-quinolin-2-one